O1COC2=C1C=CC=C2[C@](C2=CC=C(C=C2)O)(C2=CC=CC=C2)C=2NC(=CC2)C (R)-4-(Benzo[d][1,3]dioxol-4-yl(5-methyl-1H-pyrrol-2-yl)(phenyl)methyl)phenol